7-fluoro-2-(4-fluorophenyl)-5-methyl-1H-indole FC=1C=C(C=C2C=C(NC12)C1=CC=C(C=C1)F)C